CN(C(C1=CC(=CC=C1)S(N(C1=CC=CC=C1)C)(=O)=O)=O)C1=CC=CC=C1 N-methyl-3-(N-methyl-N-phenylsulfamoyl)-N-phenylbenzamide